tert-butyl (1-((3-(2-methyl-3-oxopropyl)phenyl)sulfonyl)piperidin-4-yl)-carbamate CC(CC=1C=C(C=CC1)S(=O)(=O)N1CCC(CC1)NC(OC(C)(C)C)=O)C=O